FC1=C(C=CC=C1C[C@@H]1N(C[C@@H]([C@@H]1NS(=O)(=O)C)F)C(C(C)C)=O)C1=C(C=CC=C1)F N-[(2S,3R,4S)-2-[(2,2'-difluoro[1,1'-biphenyl]-3-yl)methyl]-4-fluoro-1-(2-methylpropanoyl)pyrrolidin-3-yl]methanesulfonamide